FC(C1=CC=C2C(=N1)N=C(N2)C(F)(F)F)F 5-(Difluoromethyl)-2-(trifluoromethyl)imidazo[4,5-b]pyridin